N-(6-amino-5-ethyl-3-pyridyl)-2-[(2R,5S)-2-[4-[2-(dimethylamino)ethyl]phenyl]-5-methyl-1-piperidyl]-2-oxo-acetamide NC1=C(C=C(C=N1)NC(C(=O)N1[C@H](CC[C@@H](C1)C)C1=CC=C(C=C1)CCN(C)C)=O)CC